C(C)C=1C(=CC=C2C=C(C=C(C12)C1=C(C=2N=C(N=C(C2C=N1)N1CCOC[C@](C1)(O)C)OC[C@]12CCCN2C[C@@H](C1)F)F)O)F (S)-4-(7-(8-ethyl-7-fluoro-3-hydroxynaphthalen-1-yl)-8-fluoro-2-(((2r,7as)-2-fluorohexahydro-1H-pyrrolizin-7a-yl)methoxy)pyrido[4,3-d]pyrimidin-4-yl)-6-methyl-1,4-oxaazepan-6-ol